(2S,4R)-4-(difluoromethoxy)-1-((4-(4-fluorophenoxy)butanoyl)glycyl)pyrrolidine-2-carboxylic acid FC(O[C@@H]1C[C@H](N(C1)C(CNC(CCCOC1=CC=C(C=C1)F)=O)=O)C(=O)O)F